DINITRONAPHTHALENE C1=CC=C2C(=C1)C=CC(=C2[N+](=O)[O-])[N+](=O)[O-]